ethyl (3S)-3-[(tert-butoxycarbonyl)amino]-3-{5-chloro-4-fluoro-2'-hydroxy-6'-methyl-[1,1'-biphenyl]-3-yl}propanoate C(C)(C)(C)OC(=O)N[C@@H](CC(=O)OCC)C=1C=C(C=C(C1F)Cl)C1=C(C=CC=C1C)O